(diethylamino)-2'-[(dimethylphenyl)amino]-3'-methyl-spiro[isobenzofuran-1(3H),9'-[9H]xanthene]-3-one C(C)N(CC)C1=C(C(=CC=2OC3=CC=CC=C3C3(C12)OC(C1=CC=CC=C13)=O)C)NC1=C(C(=CC=C1)C)C